1-butyl-2-pyrrolidone C(CCC)N1C(CCC1)=O